O1CCC(CC1)N1N=CC=2C(NC=CC21)=O (tetrahydro-2H-pyran-4-yl)-1,5-dihydro-4H-pyrazolo[4,3-c]pyridin-4-one